ClC1=CC=C(C=C1)C#CCOC1=C(C=C(C=C1)CCNC(C(C(C)C)NS(=O)(=O)CC)=O)OC N-[2-[4-[[3-(4-chlorophenyl)-2-propyn-1-yl]oxy]-3-methoxyphenyl]ethyl]-3-methyl-2-[(ethylsulfonyl)-amino]butanamide